ClC1=CC2=C(NC(C(N=C2C2=CC=CC=C2)C2CCOCC2)=O)C=C1 7-chloro-5-phenyl-3-(tetrahydro-2H-pyran-4-yl)-1H-benzo[e][1,4]diazepin-2(3H)-one